NC1=CC=C(C(=O)N[C@@H](CCSC)C(NC=2SC=C(N2)C2=CC(=CC=C2)C2=CC=NC=C2)=O)C=C1 4-amino-N-[(1S)-3-methylsulfanyl-1-[[4-[3-(4-pyridyl)phenyl]thiazol-2-yl]carbamoyl]propyl]benzamide